(4-(phenanthren-9-yl)phenyl)diphenylphosphine oxide C1=CC=CC=2C3=CC=CC=C3C(=CC12)C1=CC=C(C=C1)P(C1=CC=CC=C1)(C1=CC=CC=C1)=O